(trans-3-(3-cyclopropyl-4-(1H-indazol-1-yl)-1H-pyrazol-1-yl)cyclobutyl)methyl 4-methylbenzenesulfonate CC1=CC=C(C=C1)S(=O)(=O)OC[C@@H]1C[C@H](C1)N1N=C(C(=C1)N1N=CC2=CC=CC=C12)C1CC1